(S)-1-(3-(4-amino-3-((2-(1-fluorocyclopropyl)benzo[d]oxazol-5-yl)ethynyl)-1H-pyrazolo[3,4-d]pyrimidin-1-yl)pyrrolidin-1-yl)prop-2-en-1-one NC1=C2C(=NC=N1)N(N=C2C#CC=2C=CC1=C(N=C(O1)C1(CC1)F)C2)[C@@H]2CN(CC2)C(C=C)=O